O=C1C=CC=2C(=CC=NC2N1)C=1C=C(CNS(=O)(=O)NC(OC(C)(C)C)=O)C=CC1 tert-butyl (N-(3-(7-oxo-7,8-dihydro-1,8-naphthyridin-4-yl)benzyl)sulfamoyl)carbamate